CC1=C(C(=O)O)C=CC=C1NC=1SC=C(N1)C 2-Methyl-3-((4-methylthiazol-2-yl)amino)benzoic acid